1-(2-hydroxy-2-methylpropyl)-1H-indole-6-carboxylic acid OC(CN1C=CC2=CC=C(C=C12)C(=O)O)(C)C